FC(O[C@@H]1C[C@H](C1)OCC(=O)O)(F)F Trans-2-[3-(trifluoromethoxy)cyclobutoxy]acetic acid